CN1N=CC(=C1)C1=CC=CC(=N1)NC(=O)C=1C=C2C(=NC1N1CC3(C1)N(CCC3)C)N=C(O2)N2CCOCC2 N-(6-(1-Methyl-1H-pyrazol-4-yl)pyridin-2-yl)-5-(5-methyl-2,5-diazaspiro[3.4]octan-2-yl)-2-morpholinooxazolo[4,5-b]pyridine-6-carboxamide